BrC1=CC(=C(C=N1)S(=O)(=O)N1CC(C2=CC(=CC(=C12)C)F)C)C 1-[(6-bromo-4-methyl-3-pyridinyl)sulfonyl]-5-fluoro-3,7-dimethyl-indoline